FC=1C(=C(C=CC1F)[C@H]1[C@@H](S[C@](C1)(C(F)(F)F)C)C(=O)NC=1C=C(C=CC1)OB(O)O)OC (3-((2R,3S,5R)-3-(3,4-difluoro-2-methoxyphenyl)-5-methyl-5-(trifluoromethyl)tetrahydrothiophene-2-carboxamido)phenyl)boric acid